ClCCCC.[Li] lithium chlorobutane